C(C1=CC=CC=C1)OCCOCC1CCN(CC1)C1=CC(=NC=C1)Br 4-(4-([2-(Benzyloxy)ethoxy]methyl)piperidin-1-yl)-2-bromopyridine